1-(butyryloxy) ethyl-5-amino-4-oxopentanoate C(C)C(C(=O)OOC(CCC)=O)CC(CN)=O